3-(3-methyl-5-{4-[(methylamino)methyl]piperidin-1-yl}-2-oxo-1,3-benzodiazol-1-yl)piperidine-2,6-dione Trifluoroacetate FC(C(=O)O)(F)F.CN1C(N(C2=C1C=C(C=C2)N2CCC(CC2)CNC)C2C(NC(CC2)=O)=O)=O